ClC=1C=C(C=CC1COC=1C=NC=CC1)CC(CNCCO)O 1-[3-chloro-4-(3-pyridyloxymethyl)phenyl]-3-(2-hydroxyethylamino)propan-2-ol